ClC1=C(C=CC(=C1)Cl)N1N=C(N=C1)C 1-(2,4-dichlorophenyl)-3-methyl-1H-1,2,4-triazole